1-(1-((1-(azetidin-3-yl)piperidin-4-yl)methyl)piperidin-4-yl)-3-(4-phenoxyphenyl)-1H-pyrazolo[3,4-d]pyrimidin-4-amine N1CC(C1)N1CCC(CC1)CN1CCC(CC1)N1N=C(C=2C1=NC=NC2N)C2=CC=C(C=C2)OC2=CC=CC=C2